[K].N1=C(N)N=C(N)N=C1N melamine, potassium salt